C(#N)C[C@H]1CN(CCN1C(C=C)=O)C=1C2=C(N=C(N1)OC[C@H]1N(CCC1)CCCC(=O)O)CN(CC2)C2=CC=CC1=CC=CC(=C21)I 4-[(2S)-2-[[4-[(3S)-3-(cyanomethyl)-4-prop-2-enoyl-piperazin-1-yl]-7-(8-iodo-1-naphthyl)-6,8-dihydro-5H-pyrido(3,4-d)pyrimidin-2-yl]oxymethyl]pyrrolidin-1-yl]butanoic acid